FC(OC=1C(=CC2=C(NCCO2)C1)C1=NNC=C1NC(=O)C=1C=NN2C1N=CC=C2)F N-[3-[6-(difluoromethoxy)-3,4-dihydro-2H-1,4-benzoxazine-7-yl]-1H-pyrazol-4-yl]Pyrazolo[1,5-a]Pyrimidine-3-carboxamide